OC1=C(C(N(C1=O)C)C)C(=O)OC(C)(C)C tert-butyl 4-hydroxy-1,2-dimethyl-5-oxo-2,5-dihydro-1H-pyrrole-3-carboxylate